Trisbromophenylamin BrC1=C(C(=C(C=C1)N)Br)Br